CN[C@H](CC1CCCCC1)C(=O)O N-methyl-β-cyclohexyl-D-alanine